ClC1=C(C(=CC=C1F)F)C(C)OC=1C(=NC=C(C1)OCC(C)C)N 3-[1-(2-chloro-3,6-difluoro-phenyl)-ethoxy]-5-isobutoxy-pyridin-2-ylamine